N[C@](C(=O)OC)(CC=1N=CN(C1)C(C1=CC=CC=C1)(C1=CC=CC=C1)C1=CC=CC=C1)C methyl (2S)-2-amino-2-methyl-3-[1-(triphenylmethyl)-1H-imidazol-4-yl]propanoate